2-(7-chloro-4-methoxy-1H-indole-2-carbonyl)-2-azaspiro[4.5]decane-3-carboxamide ClC=1C=CC(=C2C=C(NC12)C(=O)N1CC2(CC1C(=O)N)CCCCC2)OC